((2R,3S,4R,5R)-5-(4-aminopyrrolo[2,1-f][1,2,4]triazin-7-yl)-5-cyano-3,4-dihydroxytetrahydrofuran-2-yl)methyl cyclohexyl carbonate C(OC[C@H]1O[C@@]([C@@H]([C@@H]1O)O)(C#N)C1=CC=C2C(=NC=NN21)N)(OC2CCCCC2)=O